C1(=CC=CC=C1)[Si](C1=CC=C(N(C2=CC=CC=C2)C2=CC=CC=C2)C=C1)(C1=CC=C(N(C2=CC=CC=C2)C2=CC=CC=C2)C=C1)C1=CC=CC=C1 4,4'-(Diphenylsilanediyl)bis(N,N-diphenylaniline)